NCCN1C=NC(=C1)CC(=O)N1CC(C1)OC1=CC=C(C(=C1C(=O)O)O)CCB(O)O 6-[(1-{[1-(2-Aminoethyl)-1H-imidazol-4-yl]acetyl}azetidin-3-yl)oxy]-3-(2-boronoethyl)-2-hydroxybenzoic acid